2,3-Difluoro-6-nitrobenzenesulfonyl chloride FC1=C(C(=CC=C1F)[N+](=O)[O-])S(=O)(=O)Cl